C1(CC1)C#CC=1C=CC(=C(C1)NC(=O)NC1CN(C1)C1=CC(=C(C(=C1)F)N1C(NC(CC1)=O)=O)F)F 1-(5-(cyclopropylethynyl)-2-fluorophenyl)-3-(1-(4-(2,4-dioxotetrahydropyrimidin-1(2H)-yl)-3,5-difluorophenyl)azetidin-3-yl)urea